rac-1-(3,4-dimethylphenyl)-4-(4-(5-(m-tolyl)-1,2,4-oxadiazol-3-yl)piperidine-1-carbonyl)pyrrolidin-2-one CC=1C=C(C=CC1C)N1C(C[C@H](C1)C(=O)N1CCC(CC1)C1=NOC(=N1)C=1C=C(C=CC1)C)=O |r|